NC1=NC=CC2=CC(=CC=C12)CNC(=O)C=1SC(=C(C1)C)CN1CCN(CC1)C1=CC=NC=C1 N-[(1-amino-6-isoquinolinyl)methyl]-4-methyl-5-[[4-(4-pyridyl)piperazin-1-yl]methyl]thiophene-2-carboxamide